sodium [(tert-butoxycarbonyl)(methyl)amino]acetate C(C)(C)(C)OC(=O)N(C)CC(=O)[O-].[Na+]